C(C)(C)(C)OC(N(C)C1CCC(CC1)C1=C2C=CNC2=CC=C1F)=O N-[4-(5-fluoro-1H-indol-4-yl)cyclohexyl]-N-methyl-carbamic acid tert-butyl ester